OCCCCN(CCCCCCCC(=O)OC(CCCCCCCC)CCCCCCCC)CCCCCC(OCCCCCCCCCCC(F)(F)F)=O Heptadecan-9-yl 8-((4-hydroxybutyl)(6-oxo-6-((11,11,11-trifluoroundecyl)oxy)-hexyl)amino)octanoate